C(#N)C=1N=CC(=NC1)NC1=NNC(=C1)C=1C(=NC=CC1O[C@H]1C[C@H](CC1)NC(OC(C)(C)C)=O)OC tert-Butyl ((1S,3R)-3-((3-(3-((5-cyanopyrazin-2-yl)amino)-1H-pyrazol-5-yl)-2-methoxypyridin-4-yl)oxy)cyclopentyl)carbamate